OC12CC3(CC(CC(C1)C3)C2)NCC(=O)N2[C@@H](CCC2)C#N (S)-1-[2-(3-Hydroxyadamantan-1-ylamino)acetyl]pyrrolidine-2-carbonitrile